Z-Butyl (S)-4-((2-(3-(cyclopropylamino)-4-(methoxycarbonyl)phenyl)-4-(3,3,3-trifluoropropyl)piperazin-1-yl)methyl)-5-methoxy-7-methyl-1H-indole-1-carboxylate C1(CC1)NC=1C=C(C=CC1C(=O)OC)[C@@H]1N(CCN(C1)CCC(F)(F)F)CC1=C2C=CN(C2=C(C=C1OC)C)C(=O)OCCCC